2-cyclopropyl-3-fluoro-5-nitropyridin-4-amine C1(CC1)C1=NC=C(C(=C1F)N)[N+](=O)[O-]